7-((4-Fluorobenzyl)oxy)-N-((tetrahydro-2H-pyran-2-yl)oxy)chromane-2-carboxamide FC1=CC=C(COC2=CC=C3CCC(OC3=C2)C(=O)NOC2OCCCC2)C=C1